2-(1-((1r,4r)-4-(Cyanomethyl)cyclohexyl)-1,6-dihydroimidazo[4,5-d]pyrrolo[2,3-b]pyridin-2-yl)-N-(2-hydroxy-2-methylpropyl)acetamide CC(C)(CNC(=O)CC1=NC2=CN=C3C(=C2N1C4CCC(CC4)CC#N)C=CN3)O